6-amino-4-methyl-1,4-benzoxazin-3-one NC=1C=CC2=C(N(C(CO2)=O)C)C1